C(C)(C)(C)OC(=O)N1CCC(CC1)CC(CO)=O 4-(3-hydroxy-2-oxopropyl)piperidine-1-carboxylic acid tert-butyl ester